N-(3-(dimethylamino)-1-(3-methylpyridin-2-yl)propyl)-7-methyl-1H-indole CN(CCC(C1=NC=CC=C1C)N1C=CC2=CC=CC(=C12)C)C